F[C@@H]1[C@H](CNCC1)NC1=NC(=CC=C1)C1=CN=C2N1N=C(C(=C2)OC)C2(CC2)C(F)(F)F N-((3S,4S)-4-fluoropiperidin-3-yl)-6-(7-methoxy-6-(1-(trifluoromethyl)cyclopropyl)imidazo[1,2-b]pyridazin-3-yl)pyridin-2-amine